C(C)N([C@@H]([C@@H](C)CC)C(=O)O)CC N,N-diethyl-isoleucine